C12=CC3=CC=C(C=C4C=CC(C=C5C=CC(=CC(C=C1)=N2)N5)=N4)N3 21,22,23,24-Tetraazapentacyclo[16.2.1.13,6.18,11.113,16]tetracosa-1,3,5,7,9,11(23),12,14,16,18(21),19-undecaene